5-Bromo-N-(3-iodophenyl)pentanamide BrCCCCC(=O)NC1=CC(=CC=C1)I